Cl.Cl.ClCCNC1=CC=C(C[C@H](N)C(=O)O)C=C1 4-(2-chloroethylamino)-L-phenylalanine dihydrochloride